CN(C)[S+](N(C)C)N(C)C.C[Si-](C)(C)(F)F tris(dimethylamino)sulfonium difluorotrimethylsilicate